NC=1C(OC=CC1)=O amino-pyrone